6-bromo-4-{4-[(2-hydroxy-3-methoxyphenyl)methyl]piperazin-1-yl}-1-methyl-2-oxo-1,2-dihydro-1,5-naphthyridine-3-carbonitrile BrC=1N=C2C(=C(C(N(C2=CC1)C)=O)C#N)N1CCN(CC1)CC1=C(C(=CC=C1)OC)O